CN1C([C@H](CC1)NC1=C2CN(CC2=CC=C1)C(=O)OC(C)(C)C)=O tert-Butyl (S)-4-((1-methyl-2-oxopyrrolidin-3-yl)amino)isoindoline-2-carboxylate